BrC=1N=C(C=2N(C1)C(=CN2)C=2C=C(C(=C(C2)NS(=O)(=O)C=2C=NN(C2)C)OC)F)NC N-(5-(6-bromo-8-(methylamino)imidazo[1,2-a]pyrazin-3-yl)-3-fluoro-2-methoxyphenyl)-1-methyl-1H-pyrazole-4-sulfonamide